C(C=C)(=O)N1[C@H](CN(CC1)C1=NC(=NC=2C[C@@H](CCC12)N1CCCC2=CC=CC(=C12)F)N1CC(C1)N(C)C)CC#N 2-((S)-1-Acryloyl-4-((R)-2-(3-(dimethylamino)azetidin-1-yl)-7-(8-fluoro-3,4-dihydroquinolin-1(2H)-yl)-5,6,7,8-tetrahydroquinazolin-4-yl)piperazin-2-yl)acetonitrile